CSC1=NC=C(C(=N1)C=1CN(C=CC1)S(=O)(=O)C1=CC=CC=C1)C(F)(F)F 3-(2-methylsulfanyl-5-trifluoromethylpyrimidin-4-yl)-1-(benzenesulfonyl)-1H-pyridine